2-fluoro-3-(isothiazol-5-yl)acrylic acid FC(C(=O)O)=CC1=CC=NS1